(4-{[2-(4-chlorophenyl)imidazo[1,2-a]pyridine-3-yl]methyl}piperazin-1-yl)[6-(difluoromethoxy)pyridine-2-yl]methanone ClC1=CC=C(C=C1)C=1N=C2N(C=CC=C2)C1CN1CCN(CC1)C(=O)C1=NC(=CC=C1)OC(F)F